COC=1C=C2C(=NC1)C(=CN2COCC[Si](C)(C)C)C=2CCN(CC2)C 6-methoxy-3-(1-methyl-1,2,3,6-tetrahydropyridin-4-yl)-1-((2-(trimethylsilyl)ethoxy)methyl)-1H-pyrrolo[3,2-b]pyridine